[Cl].[Cl].N(=NC(C)(C)N)C(C)(C)N 2,2'-azobis(2-aminopropane) dichlorine